NCC(=O)N1C(C=2N(CC1)C(=C(N2)C2=CC(=C(C(=C2)F)F)F)NC2=NC(=C(C=C2)F)C(F)(F)F)(C)C 2-amino-1-(3-((5-fluoro-6-(trifluoromethyl)pyridin-2-yl)amino)-8,8-dimethyl-2-(3,4,5-trifluorophenyl)-5,6-dihydroimidazo[1,2-a]pyrazin-7(8H)-yl)ethan-1-one